N=[B] azacarbene boron